β-glucopyranose O[C@H]1[C@H](O)[C@@H](O)[C@H](O)[C@H](O1)CO